FC=1C=C2C(C(=CN3C2=C(C1F)OCC3)CN[C@@H]3CN(CCC3)C3=NC=CN=C3)=O 9,10-difluoro-6-({[(3S)-1-(pyrazin-2-yl)hexahydropyridin-3-yl]amino}methyl)-3,7-dihydro-2H-[1,4]oxazino[2,3,4-ij]quinolin-7-one